C(C)(C)(C)OC(=O)N1CCN(CCC1)C1=CN=C2N1C=NC(=C2)C2COCC2 4-(7-(Tetrahydrofuran-3-yl)imidazo[1,2-c]pyrimidin-3-yl)-1,4-diazacycloheptane-1-carboxylic acid tert-butyl ester